C(C)C1(OC2=CC=CC=C2C(C1)NC(=O)[C@H]1[C@@H](C1)CN1C(NC(CC1=O)(C)C)=[NH2+])C [1-[[(1R,2R)-2-[(2-ethyl-2-methyl-chroman-4-yl)carbamoyl]cyclopropyl]methyl]-4,4-dimethyl-6-oxo-hexahydropyrimidin-2-ylidene]ammonium